C(OCCCCF)(OC1=CC=C(C=C1)[N+](=O)[O-])=O 4-fluorobutyl (4-nitrophenyl) carbonate